FC=1C=C(C=C(C1)F)[C@@H]1CC[C@H]2OC3(C(N21)=O)CCN(CC3)C(=O)C=3C=NC(=CC3)C (5'S,7a'R)-5'-(3,5-difluorophenyl)-1-(6-methylpyridine-3-carbonyl)tetrahydro-3'H-spiro[piperidine-4,2'-pyrrolo[2,1-b][1,3]oxazol]-3'-one